6-chloro-N-[(3R)-1-ethyl-3-piperidinyl]pyridazin-3-amine ClC1=CC=C(N=N1)N[C@H]1CN(CCC1)CC